(E)-N-(4-(3-chloro-4-fluorophenyl)-5,6-dihydro-4H-pyrido[2,3,4-de]quinazolin-7-yl)-4-(pyrrolidin-1-yl)but-2-enamide ClC=1C=C(C=CC1F)N1CCC=2C=3C1=NC=NC3C=CC2NC(\C=C\CN2CCCC2)=O